C1(=CC=CC=C1)C=1N=C(N(C1)/N=C/C1=CC=CC=C1)N 4-phenyl-N(1)-[(E)-phenylmethylene]-1H-imidazole-1,2-diamine